hexadecafluoro-1-n-nonanol FC(C(C(C(C(C(C(C(O)(F)F)(F)F)(F)F)(F)F)(F)F)(F)F)(F)F)(C)F